C(N)(=O)C1=C(C=C(C(=C1)Cl)C1CC1)NCC(=O)N1CCN(CC1)C1CN(C1)C(=O)OC(C)(C)C tert-Butyl 3-(4-(2-((2-carbamoyl-4-chloro-5-cyclopropylphenyl)amino)acetyl)piperazin-1-yl)azetidine-1-carboxylate